triglycerol bisbehenate C(CCCCCCCCCCCCCCCCCCCCC)(=O)O.C(CCCCCCCCCCCCCCCCCCCCC)(=O)O.OCC(O)CO.OCC(O)CO.OCC(O)CO